C(#N)C1(CCC(CC1)C(=O)OC(C)OC(C(C)C)=O)C1=CC(=C(C=C1)OC)OC1CCCC1 1-(Isobutyryloxy)ethyl (1r,4r)-4-cyano-4-(3-(cyclopentyloxy)-4-methoxyphenyl)cyclohexane-1-carboxylate